BrC1=CC=C(C(=N1)C[C@H](N)C1=C(C=CC=C1)C1=NOC2=C1C=CC(=C2)C#N)F (S)-2-(6-Bromo-3-fluoropyridine-2-yl)-1-[2-(6-cyanobenzo[d]isoxazol-3-yl)phenyl]-ethan-1-amine